C(C)C1(CN2CCC1CC2)NC(=O)NC(C)(C)C2=CC=C(C=C2)C2=CC=C(C=C2)CCO 1-(3-Ethylquinuclidin-3-yl)-3-(2-(4'-(2-hydroxyethyl)-[1,1'-biphenyl]-4-yl)propan-2-yl)urea